3-(methylsulfonyl)cyclopentan-1-amine CS(=O)(=O)C1CC(CC1)N